C(C)(=O)N(C=1SC2=C(C1C(=O)[O-])CCC1(OCCO1)C2)CC2=CC=CC=C2 2-[acetyl (benzyl) amino]-4,7-dihydro-5H-spiro[1-benzothiophene-6,2'-[1,3]dioxolane]-3-carboxylate